6-[5-[(1S)-1-[[5,7-bis(trifluoromethyl)-2,1-benzothiazol-3-yl]amino]ethyl]-1,2,4-triazol-1-yl]pyridine-3-carbonitrile FC(C=1C=C(C=2C(=C(SN2)N[C@@H](C)C2=NC=NN2C2=CC=C(C=N2)C#N)C1)C(F)(F)F)(F)F